C1(CC1)C=1C=C(C=NC1)C1=NC(=C2N=CN(C2=N1)[C@H]1[C@@H]([C@@H]([C@H](O1)C(=O)NC([2H])([2H])[2H])O)O)NC([2H])([2H])[2H] (2S,3S,4R,5R)-5-(2-(5-cyclopropylpyridin-3-yl)-6-((methyl-d3)amino)-9H-purin-9-yl)-3,4-dihydroxyl-N-(methyl-d3)-tetrahydrofuran-2-carboxamide